methacryloxyethyl hydrogen succinate C(CCC(=O)O)(=O)OCCOC(C(=C)C)=O